((2-(((3S,6S,7aS,8aR,9aR)-3-(3-(1H-imidazol-1-yl)azetidine-1-carbonyl)-5-oxodecahydro-1H-cyclopropa[d]pyrrolo[1,2-a]azocin-6-yl)carbamoyl)benzo[b]thiophen-5-yl)methyl)phosphonic acid N1(C=NC=C1)C1CN(C1)C(=O)[C@@H]1CC[C@H]2N1C([C@H](C[C@H]1[C@@H](C2)C1)NC(=O)C1=CC2=C(S1)C=CC(=C2)CP(O)(O)=O)=O